ClC1=CC=C(C(=N1)C(=O)O)N[C@H](C)C1=C2N=C(C(=NC2=CC(=C1)C)C#N)N1CCN(CC1)C=1SC2=C(N1)C=C(C=C2)C(F)(F)F (R)-6-chloro-3-((1-(2-cyano-7-methyl-3-(4-(5-(trifluoromethyl)benzo[d]thiazol-2-yl)piperazin-1-yl)quinoxalin-5-yl)ethyl)amino)picolinic acid